1-(4-{[(exo)-6-amino-3-azabicyclo[3.1.0]hexan-3-yl]methyl}phenyl)-2-oxo-1,2-dihydropyrimidin NC1C2CN(CC12)CC1=CC=C(C=C1)N1C(N=CC=C1)=O